OC1=C(C(=CC(=C1CC=C(C)C)O)OC)C(\C=C\C=1SC(=CC1)C)=O (E)-1-(2,4-dihydroxy-6-methoxy-3-(3-methylbut-2-en-1-yl)phenyl)-3-(5-methylthiophen-2-yl)prop-2-ene-1-one